1-Cbz-4-(1-(5-cyano-7-((2-(trimethylsilyl)ethoxy)methyl)-7H-pyrrolo[2,3-d]pyrimidin-4-yl)hydrazino)piperidine C(=O)(OCC1=CC=CC=C1)N1CCC(CC1)N(N)C=1C2=C(N=CN1)N(C=C2C#N)COCC[Si](C)(C)C